BrC=CC1=CC=CC=C1 bromo-styrol